N1C=NC(=C1)CCNC(C1=CC=CC=C1)=O N-[2-(1H-imidazol-4-yl)-ethyl]-benzamide